6-bromo-N-(5-(methylsulfanyl)-1,3,4-thiadiazol-2-yl)-7-oxo-4,5,6,7-tetrahydrobenzo[c]isoxazole-3-carboxamide BrC1CCC=2C(=NOC2C(=O)NC=2SC(=NN2)SC)C1=O